C(C)C1=NC=2C(=NC(=CC2C)C)N1CC1=CC=C(C=C1)C=1C=C(C=CC1OCC(=O)O)C1=CC=CC=C1 2-((4''-((2-ethyl-5,7-dimethyl-3H-imidazo[4,5-b]pyridin-3-yl)methyl)-[1,1':3',1''-terphenyl]-4'-yl)oxy)acetic acid